C[Si](CC[Si](Cl)(Cl)C)(Cl)Cl 1,2-bis(methyldichlorosilyl)ethane